3-Methyl-1-(4-(3-(4-methylpiperazin-1-yl)propanoyl)-3,4-dihydroquinoxaline-1(2H)-yl)butan-1-one CC(CC(=O)N1CCN(C2=CC=CC=C12)C(CCN1CCN(CC1)C)=O)C